COC1=CC=C(C(=O)NCC(=C)C2=CC=CC=C2)C=C1 4-methoxy-N-(2-phenylallyl)benzamide